1-(4-(8-chloro-6-fluoro-7-(2-fluoro-6-hydroxyphenyl)-4-((1-methylpyrrolidin-2-yl)-methoxy)-1H-imidazo[4,5-c]quinolin-1-yl)piperidin-1-yl)prop-2-en-1-one ClC1=CC=2C3=C(C(=NC2C(=C1C1=C(C=CC=C1O)F)F)OCC1N(CCC1)C)N=CN3C3CCN(CC3)C(C=C)=O